C(C)C1C2(CC1)OC1=CC(=CC=C1C1=C2C=C(C=C1)O)O Ethyl-spiro[benzo[c]chromene-6,1'-cyclobutane]-3,8-diol